ClC=1C=C(C=CC1)C(=O)NC1=CC=C(C=C1)C1(CCC1)NC(=O)C=1N=CSC1 N-(1-{4-[(3-chlorobenzene-1-carbonyl)amino]phenyl}cyclobutyl)-1,3-thiazole-4-carboxamide